N-methyl-1-(5-methyl-1,3,4-oxadiazol-2-yl)cyclopropan-1-amine CNC1(CC1)C=1OC(=NN1)C